5-(3-((1r,2r)-6,7-difluoro-2-hydroxy-4,4-dimethyl-1,2,3,4-tetrahydronaphthalen-1-yl)ureido)-N-(2-hydroxy-2-methylpropyl)-3-methyl-6-(tetrahydro-2H-pyran-4-yl)pyridinecarboxamide FC=1C=C2C(C[C@H]([C@@H](C2=CC1F)NC(NC=1C=C(C(=NC1C1CCOCC1)C(=O)NCC(C)(C)O)C)=O)O)(C)C